N1(CCNCC1)C(=O)N1CCN(CC1)CCNC(OC(C)(C)C)=O tert-butyl (2-(4-(piperazine-1-carbonyl)piperazin-1-yl)ethyl)carbamate